C(C1=CC=CC=C1)N1N=NC2=C1C=CC(=C2)C2=NN(C(=C2)C2=C(C=CC=C2)C)CC2=CC=C(C(=O)NO)C=C2 4-{[3-(1-benzyl-1H-benzo[d][1,2,3]triazol-5-yl)-5-(2-methylphenyl)-1H-pyrazol-1-yl]methyl}-N-hydroxybenzamide